[Cl-].CO[Si](CCC[N+](C)(CCCCCCCCC)CCCCCCCCC)(OC)OC 3-(trimethoxysilyl)propyl-din-nonylmethyl-ammonium chloride